7-chloro-8-iodo-[1,2,4]triazolo[1,5-a]pyridin-2-amine ClC1=C(C=2N(C=C1)N=C(N2)N)I